O1C=C(C2=C1C=CC=C2)C[C@H](NC(=O)C2CC21CCC1)B(O)O ((1R)-2-(benzofuran-3-yl)-1-(spiro[2.3]hexane-1-carboxamido)ethyl)boronic acid